CC(C)(C)OC(=O)N1CCOCC(C1)(C)O 6-hydroxy-6-methyl-1,4-oxazepane-4-carboxylic acid-2-methylpropane-2-yl ester